(4-bromophenyl)(phenyl)methane BrC1=CC=C(C=C1)CC1=CC=CC=C1